BrC1=CC=C(N=N1)N[C@@H]1CC[C@H]2CN(C[C@H]21)C(=O)C2=CC=1OCCCC1S2 [(3aS,4R,6aR)-4-[(6-Bromo-3-pyridazinyl)amino]hexahydrocyclopenta[c]pyrrol-2(1H)-yl](6,7-dihydro-5H-thieno[3,2-b]pyran-2-yl)methanone